C(C1=CC=CC=C1)OC=1C=CC=C2C=C(N(C12)CC1CC1)C1=NN2C(C(=CC(=C2)C(=O)OC)F)=C1C methyl 2-(7-(benzyloxy)-1-(cyclopropylmethyl)-1H-indol-2-yl)-4-fluoro-3-methylpyrazolo[1,5-a]pyridine-6-carboxylate